3-fluoro-4-methyl-5-(4,4,5,5-tetramethyl-1,3,2-dioxaborolan-2-yl)aniline FC=1C=C(N)C=C(C1C)B1OC(C(O1)(C)C)(C)C